(1-((5-amino-1-p-toluenesulfonyl-1H-pyrrolo[2,3-b]pyridin-4-yl)amino)piperidin-4-yl)acetonitrile NC=1C(=C2C(=NC1)N(C=C2)S(=O)(=O)C2=CC=C(C)C=C2)NN2CCC(CC2)CC#N